3-(3-nitro-1H-1,2,4-triazol-1-yl)benzonitrile [N+](=O)([O-])C1=NN(C=N1)C=1C=C(C#N)C=CC1